OC1=C(C=C(C(=C1)C)N1C(C2=CC=C(C=C2CC1)C1=CC=CC=C1)=O)NS(=O)(=O)C N-(2-hydroxy-4-methyl-5-(1-oxo-6-phenyl-3,4-dihydroisoquinolin-2(1H)-yl)phenyl)methanesulfonamide